OCCS(=O)(=O)CC(CCCC(C(=O)NNC)(C)C1=CN=CC(=N1)C[C@@H](C(=O)OC)C)(C)C methyl (2S)-3-(6-(7-((2-hydroxyethyl)sulfonyl)-2,6,6-trimethyl-1-(2-methylhydrazineyl)-1-oxoheptan-2-yl)pyrazin-2-yl)-2-methylpropanoate